7-[5-(1-piperazinyl)pentoxy]-3-acetylcoumarin oxime N1(CCNCC1)CCCCCOC1=CC=C2C=C(C(OC2=C1)=NO)C(C)=O